C(#N)C=1C=NC2=CC=C(C=C2C1N[C@H](C)C1=C(C(=CC=C1)C(F)F)F)N1C[C@@H](CC1)NC(C)=O N-((R)-1-(3-cyano-4-(((R)-1-(3-(difluoromethyl)-2-fluorophenyl)ethyl)amino)quinolin-6-yl)pyrrolidin-3-yl)acetamide